O=C1NC(CC[C@H]1N1CCC2=C(C(=C(C=C12)F)C1CCC(CC1)N(C(OC(C)(C)C)=O)C)F)=O tert-butyl ((1S,4s)-4-(1-((R)-2,6-dioxopiperidin-3-yl)-4,6-difluoroindolin-5-yl)cyclohexyl)(methyl)carbamate